(2S)-2-[2-(2-aminoacetamido)acetamido]-3-phenylpropanoic acid NCC(=O)NCC(=O)N[C@H](C(=O)O)CC1=CC=CC=C1